C(C)(C)(C)C(=O)O.FC1=C(C=CC(=C1)F)S(=O)(=O)NC=1C=C(C=NC1OC)C=1C=C2C(=CC=NC2=C(C1)F)N1CCNCC1 4-(6-(5-((2,4-difluorophenyl)sulfonamido)-6-methoxypyridin-3-yl)-8-fluoroquinolin-4-yl)piperazine 1-tert-butyl-formate